o-nitro-p-trifluoromethyl-fluorobenzene [N+](=O)([O-])C1=C(C=CC(=C1)C(F)(F)F)F